8-fluoro-9H-carbazole-1-carbonitrile FC=1C=CC=C2C=3C=CC=C(C3NC12)C#N